tert-Butyl (3S)-3-[(3-chloro-4-fluorophenyl)carbamoyl]pyrrolidine-1-carboxylate ClC=1C=C(C=CC1F)NC(=O)[C@@H]1CN(CC1)C(=O)OC(C)(C)C